NC=1SC2=C(N1)C(=CC=C2)C2=C(C=C1C(=NC(=NC1=C2F)OC[C@H]2N(CCC2)C)N2C[C@@H](NCC2)CC#N)Cl 2-((2S)-4-(7-(2-aminobenzo[d]thiazol-4-yl)-6-chloro-8-fluoro-2-(((S)-1-methylpyrrolidin-2-yl)methoxy)quinazolin-4-yl)piperazin-2-yl)acetonitrile